[Si]([O-])([O-])([O-])[O-].[Ti+4].[K+] potassium titanium silicate